C(C1=CC=CC=C1)[C@H]1N(C(OC1)=O)C(=O)[C@@H]1[C@H]([C@H]2C[C@H]2C1)O[Si](C)(C)C(C)(C)C (R)-4-benzyl-3-((1S,2S,3S,5S)-2-(tert-butyldimethylsilyloxy)bicyclo[3.1.0]hexane-3-carbonyl)oxazolidin-2-one